C1=CC(=CC=C1[N+](=O)[O-])OP(=O)(CCCCC(=O)O)[O-] The molecule is an organophosphonate oxoanion that is a nitrophenyl phosphonate hapten and transition-state analogue derived from pentanoic acid, with affinity for the germline precursor to catalytic antibody 48G7. It has a role as an epitope. It is a C-nitro compound, a monocarboxylic acid and an organophosphonate oxoanion.